2,2'-ethylenebis(4-methyl-6-tert-octylphenol) C(CC1=C(C(=CC(=C1)C)C(C)(C)CC(C)(C)C)O)C1=C(C(=CC(=C1)C)C(C)(C)CC(C)(C)C)O